Cl.FC(C=1C=CC(=NC1)OC1CCN(CC1)CCCN)(F)F 3-(4-(5-(trifluoromethyl)pyridin-2-yloxy)piperidin-1-yl)propylamine hydrochloride